Benzyl-3,4-dihydro-1H-isoquinoline-2-carboxylate C(C1=CC=CC=C1)OC(=O)N1CC2=CC=CC=C2CC1